O=C1C[C@H](CN1)NC(OC(C)(C)C)=O tert-butyl N-[(3R)-5-oxopyrrolidin-3-yl]carbamate